4-(((6-Chloropyridin-2-yl)oxy)methyl)-3-fluorobenzenenitrile ClC1=CC=CC(=N1)OCC1=C(C=C(C=C1)C#N)F